BrC=1C=C(NC2(CCC3(C(=CC4=CC=CC=C34)C#CCOC3=CC=CC=C3)CC2)C(=O)O)C=CC1 (1r,4r)-4-(3-bromoanilino)-2'-(3-phenoxyprop-1-yn-1-yl)spiro[cyclohexane-1,1'-indene]-4-carboxylic acid